C(C=1N=C(NC1C)CC)C=1N=C(NC1C)CC 4,4'-methylene-bis(2-ethyl-5-methylimidazole)